N-cyclopropyl-2-(difluoromethoxy)-6-methoxy-4-[7-(1,1,3-trimethyl-2-oxo-butyl)imidazo[1,2-a]pyridin-3-yl]benzamide C1(CC1)NC(C1=C(C=C(C=C1OC)C1=CN=C2N1C=CC(=C2)C(C(C(C)C)=O)(C)C)OC(F)F)=O